C(C)OC1=C(C=CC(=C1)COC)OC=C(C1=CC=CC=C1)OC 2-ethoxy-1-((2-methoxy-2-phenylvinyl)oxy)-4-(methoxymethyl)benzene